1-(5-chloro-4-iodo-2-pyridinyl)-3,3-difluoro-cyclobutanecarbonitrile ClC=1C(=CC(=NC1)C1(CC(C1)(F)F)C#N)I